ClC1=CC2=C(C=N1)CN(C2)C(=O)OCCCC butyl 6-chloro-1,3-dihydropyrrolo[3,4-c]pyridine-2-carboxylate